1-(6-(4-isopropyl-4H-1,2,4-triazol-3-yl)pyridin-2-yl)-3-(3-(piperidin-4-yl)phenyl)urea C(C)(C)N1C(=NN=C1)C1=CC=CC(=N1)NC(=O)NC1=CC(=CC=C1)C1CCNCC1